[C@@H]12CCC[C@@H](N(C1)C(=O)OCC1=CC=CC=C1)C2 benzyl (1S,5R)-6-azabicyclo[3.2.1]octane-6-carboxylate